(R or S)-3-{5-amino-2-[(6-methoxy-2-methyl-1,2,3,4-tetrahydroisoquinolin-7-yl)amino]quinazolin-7-yl}-4-ethyl-1,3-oxazolidin-2-one NC1=C2C=NC(=NC2=CC(=C1)N1C(OC[C@H]1CC)=O)NC1=C(C=C2CCN(CC2=C1)C)OC |o1:15|